O=CC(=O)N1[C@@H](CCC1)C#N (S)-1-(2-oxoacetyl)pyrrolidine-2-carbonitrile